N-(pyridin-4-yl)-3-(N-(p-tolyl)sulfamoyl)benzamide N1=CC=C(C=C1)NC(C1=CC(=CC=C1)S(NC1=CC=C(C=C1)C)(=O)=O)=O